silver saccharine S1(=O)(=O)NC(=O)C2=CC=CC=C12.[Ag]